1-[3-(2-Chloro-4-fluoro-5-nitro-phenyl)-5-methyl-4H-isoxazol-5-yl]ethanone ClC1=C(C=C(C(=C1)F)[N+](=O)[O-])C1=NOC(C1)(C)C(C)=O